N,N-Di-methyl-1-(2-dodecyloxy-5-ethyl-3-methoxyphenyl)methanamin CN(CC1=C(C(=CC(=C1)CC)OC)OCCCCCCCCCCCC)C